(S)-N-(1-(cyclobutylamino)-5-(3,3-difluoropiperidin-1-yl)-1-oxopent-3-yl)-2-cyclopentyl-1-(2-(trifluoromethyl)phenyl)-1H-imidazole-4-carboxamide C1(CCC1)NC(C[C@H](CCN1CC(CCC1)(F)F)NC(=O)C=1N=C(N(C1)C1=C(C=CC=C1)C(F)(F)F)C1CCCC1)=O